(5-(1H-Isochromen-3-yl)-8-(methylamino)-2,7-naphthyridin-3-yl)cyclopropanecarboxamide C1OC(=CC2=CC=CC=C12)C1=C2C=C(N=CC2=C(N=C1)NC)C1(CC1)C(=O)N